Methyl 3-chloro-6-(2-chloro-4-(1,1-difluoro-2-methoxyethyl) phenyl)picolinate ClC=1C(=NC(=CC1)C1=C(C=C(C=C1)C(COC)(F)F)Cl)C(=O)OC